[9-[(2R,4R,5R)-5-[[bis(4-methoxyphenyl)-phenyl-methoxy]methyl]-4-hydroxy-tetrahydrofuran-2-yl]purin-6-yl] N,N-diphenylcarbamate C1(=CC=CC=C1)N(C(OC1=C2N=CN(C2=NC=N1)[C@@H]1O[C@@H]([C@@H](C1)O)COC(C1=CC=CC=C1)(C1=CC=C(C=C1)OC)C1=CC=C(C=C1)OC)=O)C1=CC=CC=C1